4-(4-aminophenoxy)phenylsulfone NC1=CC=C(OC2=CC=C(C=C2)S(=O)(=O)C2=CC=C(C=C2)OC2=CC=C(C=C2)N)C=C1